ClC1=C2C(=CC=NC2=C(C(=C1)[N+](=O)[O-])O)N1CCC(CC1)(C)C 5-chloro-4-(4,4-dimethylpiperidin-1-yl)-7-nitroquinolin-8-ol